COC=1C=C(C=CC1OC1=NC=NC(=C1)C(F)(F)F)C=CC(=O)O 3-(3-methoxy-4-((6-(trifluoromethyl)pyrimidin-4-yl)oxy)phenyl)acrylic acid